tert-butyl (R,E)-2-(4-(4-(4-(hydroxyamino)but-2-en-1-yl)phenyl)-2,3,9-trimethyl-6H-thieno[3,2-f][1,2,4]triazolo[4,3-a][1,4]diazepin-6-yl)acetate ONCC=CCC1=CC=C(C=C1)\C\1=N/[C@@H](C=2N(C3=C1C(=C(S3)C)C)C(=NN2)C)CC(=O)OC(C)(C)C